(6R,13R)-9-fluoro-13-hydroxy-2,11,15,19,20,23-hexaazapentacyclo-[15.5.2.17,11.02,6.020,24]pentacosa-1(23),7,9,17(24),18,21-hexaene-16,25-dione FC=1C=C2[C@H]3CCCN3C=3C=CN4N=CC(C(NC[C@H](CN(C1)C2=O)O)=O)=C4N3